C1(=CC=CC=C1)CCCC(=O)OCCC1=CC=CC=C1 phenylethyl alcohol (phenyl ethyl acetate)